(S)-2,2-difluorocyclopropane-1-carboxylic acid 2,2',2''-nitrilotris(ethan-1-ol) Salt N(CCO)(CCO)CCO.FC1([C@@H](C1)C(=O)O)F